N-(2-chlorophenyl)-2-(ethyl((7-fluoro-4-oxo-3,4-dihydroquinazolin-2-yl)methyl)amino)-N-methylacetamide hydrochloride Cl.ClC1=C(C=CC=C1)N(C(CN(CC1=NC2=CC(=CC=C2C(N1)=O)F)CC)=O)C